BrCCCCCCOC1=CC=C(C=C1)C1=CC=C(C=C1)OCCCO 4-(6-bromohexyloxy)-4'-hydroxypropoxybiphenyl